O1C2=C(OCC1)C=C(C=C2)C(C)N2CCN(CC2)C=2SC(=CN2)C(=O)N2CCC(CC2)=O 1-(2-(4-(1-(2,3-dihydrobenzo[b][1,4]dioxin-6-yl)ethyl)piperazin-1-yl)thiazole-5-carbonyl)piperidin-4-one